Phenyl hydrazinoformate N(N)C(=O)OC1=CC=CC=C1